FC1(CCC(CC1)NC=1C2=C(N=C(N1)N1N=C(C=C1C)C)CN(CC2)CC(=O)N)F 2-(4-((4,4-difluorocyclohexyl)amino)-2-(3,5-dimethyl-1H-pyrazol-1-yl)-5,8-dihydropyrido[3,4-d]pyrimidin-7(6H)-yl)acetamide